4-(3-ethynylphenyl)-6,7-bis(2-methoxyethoxy)-4-aminoquinazoline C(#C)C=1C=C(C=CC1)C1(NC=NC2=CC(=C(C=C12)OCCOC)OCCOC)N